NC=1C2=C(N=CN1)C(=C(N2C2=CC(=C(C=C2)OC2=NC=CC(=N2)C)F)C=2CC=NCC2)C 4-(4-amino-5-(3-fluoro-4-((4-methylpyrimidin-2-yl)oxy)phenyl)-7-methyl-5H-pyrrolo[3,2-d]pyrimidin-6-yl)-3,6-dihydropyridin